C(C)OC(CCCCCCCN(C1CCC(CC1)C(=O)[O-])C(=O)N1CCN(CCC1)C)=O (1r,4r)-4-[(8-ethoxy-8-oxooctyl)(4-methyl-1,4-diazepane-1-carbonyl)amino]cyclohexane-1-carboxylate